C(C)(C)C1=C(C(=CC=C1)C(C)C)N1C(N(CC1)C1=C(C=CC=C1C(C)C)C(C)C)[Pd+] [1,3-bis(2,6-di-isopropylphenyl)-4,5-dihydroimidazole-2-yl]palladium (II)